acrylic acid 2-hydroxy-5-[2-bis-(trimethylsiloxy)methylsilanyl-ethyl]-cyclohexyl ester OC1C(CC(CC1)CC[SiH2]C(O[Si](C)(C)C)O[Si](C)(C)C)OC(C=C)=O